BrC1=CC=2C3(C4=CC=CC=C4C2C=C1)C1=CC=CC=C1C=1C=CC=CC13 2-Bromo-9,9'-spirobifluorene